NC1=CC=C(C=C1)NCCNC1=NC=2N(C(=N1)N)N=C(N2)C=2OC=CC2 N5-(2-((4-aminophenyl)amino)ethyl)-2-(furan-2-yl)-[1,2,4]triazolo[1,5-a][1,3,5]triazine-5,7-diamine